C(C=C)[C@@H]1[C@@H]2CC[C@H](CN1C1=NC(=NC3=C(C=C(C(=C13)Br)Cl)F)F)N2CC2=CC=C(C=C2)OC 4-((1S,2R,5R)-2-allyl-8-(4-methoxybenzyl)-3,8-diazabicyclo[3.2.1]octan-3-yl)-5-bromo-6-chloro-2,8-difluoroquinazoline